4-[(2R)-4,4-difluoro-2-(hydroxymethyl)pyrrolidin-1-yl]piperidin FC1(C[C@@H](N(C1)C1CCNCC1)CO)F